diisobutyltetramethyl-disilazane C(C(C)C)[SiH](N([Si](C)(C)C)C)CC(C)C